O.O.O.O.S(=O)(=O)([O-])[O-].O([Mn+])[Mn+] oxo-Di[manganese(1+)] sulfate tetrahydrate